ClC1=CC=C(C=C1)C1=CC=C(S1)CN1CCN(CC1)CC=1C=C2C=NC(C2=CC1)=O 5-((4-((5-(4-chlorophenyl)thiophen-2-yl)methyl)piperazin-1-yl)methyl)-1-oxoisoindole